chloro-N-methyl-N-(phenylmethyl)-6-(trifluoromethyl)-3-pyridylethylamine ClC(CN(CC1=CC=CC=C1)C)C=1C=NC(=CC1)C(F)(F)F